N-(3-Chloro-4-((6-methylpyridin-3-yl)oxy)phenyl)-6,7,8,9-tetrahydro-5H-pyrimido[5',4':4,5]thieno[2,3-d]azepin-4-amine ClC=1C=C(C=CC1OC=1C=NC(=CC1)C)NC1=NC=NC2=C1C1=C(CCNCC1)S2